ClC1=C(OCC(C(=O)NC2CCN(CC2)C)(C)C)C=CC=C1 3-(2-chlorophenoxy)-2,2-dimethyl-N-(1-methylpiperidin-4-yl)propanamide